[Na+].C(C)(=O)[O-].C(C)(=O)[O-].[Na+] diacetic acid, sodium salt